(R)-N-[(1R)-1-[5-chloro-2-[(4-oxo-2-sulfanylidene-2,3,4,5-tetrahydro-1H-pyrrolo[3,2-d]pyrimidin-1-yl)methyl]phenyl]ethyl]-2-methylpropan-2-sulfinamide ClC=1C=CC(=C(C1)[C@@H](C)N[S@](=O)C(C)(C)C)CN1C(NC(C2=C1C=CN2)=O)=S